tin butylmaleate C(CCC)/C(/C(=O)[O-])=C/C(=O)[O-].[Sn+4].C(CCC)/C(/C(=O)[O-])=C/C(=O)[O-]